ClC=1C=C2C(=CN=C(C2=CN1)OCC(F)(F)F)[C@](C)(CC)O (S)-2-(6-chloro-1-(2,2,2-trifluoroethoxy)-2,7-naphthyridin-4-yl)butan-2-ol